(RS)-2-chloro-3-{2-chloro-5-[4-(difluoromethyl)-4,5-dihydro-3-methyl-5-oxo-1H-1,2,4-triazol-1-yl]-4-fluorophenyl}propionic acid Cl[C@@H](C(=O)O)CC1=C(C=C(C(=C1)N1N=C(N(C1=O)C(F)F)C)F)Cl |r|